[N+](=[N-])=CC(CC[C@@H](C(=O)OC(C)C)NC([C@H](C=1NC=CC1)OC)=O)=O isopropyl (S)-6-diazo-2-((S)-2-methoxy-2-(1H-pyrrol-2-yl)acetamido)-5-oxohexanoate